COC1=CC=C(CN(C=2C=3N(C=C(N2)C=2C(=C(C#N)C=CC2)F)N=C(N3)C=C)CC3=CC=C(C=C3)OC)C=C1 3-(8-(bis(4-methoxybenzyl)amino)-2-vinyl-[1,2,4]triazolo[1,5-a]pyrazin-6-yl)-2-fluorobenzonitrile